C(C)(C)(C)C=1C(=CC(=C(C=O)C1)O)F 5-(tert-Butyl)-4-fluoro-2-hydroxybenzaldehyde